O1C(C1)COCC(COCC1OC1)(CC)COCC1OC1 2-[2,2-bis(oxiran-2-ylmethoxymethyl)butoxymethyl]oxirane